2-(3-bromophenyl)-4-(tert-butyl)pyridine BrC=1C=C(C=CC1)C1=NC=CC(=C1)C(C)(C)C